IC=1C=CC(=C2C=NC(=NC12)OC)N1CC2CCC(C1)N2C(=O)OC(C)(C)C tert-butyl 3-(8-iodo-2-methoxyquinazolin-5-yl)-3,8-diazabicyclo[3.2.1]octane-8-carboxylate